5-[3-bromo-4-(dimethylamino)phenyl]-2,3,5,6-tetrahydro-2,2-dimethyl-benzo[a]phenanthridine-4(1H)-one BrC=1C=C(C=CC1N(C)C)C1NC=2C=CC3=C(C2C=2CC(CC(C12)=O)(C)C)C=CC=C3